ClC=1C=C(C(=O)NCC2CC(N(C(C2)([2H])[2H])CC(=O)OC)([2H])[2H])C=C(C1)F methyl 2-[4-[[(3-chloro-5-fluoro-benzoyl)amino]methyl]-2,2,6,6-tetradeuterio-1-piperidyl]acetate